5-amino-1-(3-oxocyclobutyl)-3-(2-phenylquinolin-7-yl)-1H-pyrazole-4-carboxamide NC1=C(C(=NN1C1CC(C1)=O)C1=CC=C2C=CC(=NC2=C1)C1=CC=CC=C1)C(=O)N